2-((6-chloro-2,3-dihydrobenzofuran-5-yl)amino)-7-cyclopropyl-9-(tetrahydro-2H-pyran-4-yl)-7,9-dihydro-8H-purin-8-one ClC1=CC2=C(CCO2)C=C1NC1=NC=C2N(C(N(C2=N1)C1CCOCC1)=O)C1CC1